2-tert-butyl-N-[(1S)-1-(dicyclopropylmethyl)-2-[[5-(2,5-dimethyl-1-oxido-pyridin-1-ium-3-yl)-6-fluoro-2-pyridyl]amino]-2-oxo-ethyl]pyrazole-3-carboxamide C(C)(C)(C)N1N=CC=C1C(=O)N[C@H](C(=O)NC1=NC(=C(C=C1)C=1C(=[N+](C=C(C1)C)[O-])C)F)C(C1CC1)C1CC1